C1(C(C=CC=C1)C)(C)S(=O)(=O)O.N1=CC=C(C=C1)COC(C#CC)N (pyridin-4-ylmethoxy)but-2-yn-1-amine xylenesulfonate